N-Boc-vinylglycine methyl ester COC(CN(C(=O)OC(C)(C)C)C=C)=O